N-[3-(7-{[(3S,4R)-3-fluoro-1-methylpiperidin-4-yl]amino}-3-(2,2,2-trifluoroethyl)pyrazolo[1,5-a]pyridin-2-yl)prop-2-yn-1-yl]benzamide F[C@H]1CN(CC[C@H]1NC1=CC=CC=2N1N=C(C2CC(F)(F)F)C#CCNC(C2=CC=CC=C2)=O)C